(R)-3-((1-(azetidin-3-yl)-1H-pyrazol-4-yl)amino)-5-(3-(3-methyl-2-oxoimidazolidin-1-yl)piperidin-1-yl)pyrazine-2-carboxamide N1CC(C1)N1N=CC(=C1)NC=1C(=NC=C(N1)N1C[C@@H](CCC1)N1C(N(CC1)C)=O)C(=O)N